o-[2-amino-6-(1-{[6-(methoxymethyl)-2-pyridinyl]methyl}-1H-1,2,3-triazol-4-yl)-4-pyrimidinyl]benzonitrile NC1=NC(=CC(=N1)C1=C(C#N)C=CC=C1)C=1N=NN(C1)CC1=NC(=CC=C1)COC